BrC1=CC=C(CC=2OCC(N2)(C)C)C=C1 2-(4-bromobenzyl)-4,4-dimethyl-2-oxazoline